The molecule is a furanocoumarin that is 7H-furo[3,2-g]chromen-7-one substituted by a (2,2,5,5-tetramethyl-1,3-dioxolan-4-yl)methoxy moiety at position 4. Isolated from Peucedanum turcomanicum and Angelica dahurica, it exhibits cytotoxic activity. It has a role as a metabolite and an antineoplastic agent. It is a furanocoumarin, an aromatic ether and a dioxolane. CC1(C(OC(O1)(C)C)COC2=C3C=CC(=O)OC3=CC4=C2C=CO4)C